N[C@H](C(=O)O)CCCCCCN (2S)-2,8-diaminocaprylic acid